Bis(1-methyl-3-n-butylcyclopentadienyl)dimethyl-titanium CC1(C=C(C=C1)CCCC)[Ti](C)(C)C1(C=C(C=C1)CCCC)C